2-(Tert-butyl)-6-isopropyl-5-oxopyrazolo[1,5-a]pyridin C(C)(C)(C)C=1NN2C(=CC(C(=C2)C(C)C)=O)C1